CC1=CC=C(C=C1)S(=O)(=O)O.C(CCC)C1=NC2(C(N1C(C1=CC(=C(C=C1)C=1C(=CC=CC1)S(=O)(=O)NC1=NOC(=C1Cl)C)COCC)([2H])[2H])=O)CCCC2 4'-((2-butyl-4-oxo-1,3-diazaspiro[4.4]non-1-en-3-yl)methyl-d2)-N-(4-chloro-5-methylisoxazol-3-yl)-2'-(ethoxymethyl)-[1,1'-biphenyl]-2-sulfonamide p-toluenesulfonate salt